C[Hf](C1=C(C=CC=2C3=CC=C(C=C3CC12)C(C)(C)C)C(C)(C)C)(C1C=CC=C1)(=C(C1=CC=CC=C1)C=1SC(=CC1)CCCC)C dimethyl-(5-n-butylthienyl)(phenyl)methylene(cyclopentadienyl)(2,7-di-tert-butylfluorenyl)hafnium